(S)-7-((3S,5R)-4-Acryloyl-3,5-dimethylpiperazin-1-yl)-10-(4,4-difluorocyclohex-1-en-1-yl)-3-(methoxymethyl)-9-(trifluoromethyl)-2,3-dihydro-5H-[1,4]thiazino[2,3,4-ij]quinazolin-5-one C(C=C)(=O)N1[C@H](CN(C[C@H]1C)C1=NC(N2C3=C(C(=C(C=C13)C(F)(F)F)C1=CCC(CC1)(F)F)SC[C@@H]2COC)=O)C